ClC1=C(C=CC=C1C1C(NC(CC1)=O)=O)C1=CC=C(C=C1)N1C(C=CC=C1F)=O 3-(2-chloro-4'-(6-fluoro-2-oxopyridin-1(2H)-yl)-[1,1'-biphenyl]-3-yl)piperidine-2,6-dione